1-(9-(3-Chlorobenzyl)-1-methyl-beta-carbolin-6-yl)-3-(p-tolyl)urea ClC=1C=C(CN2C3=CC=C(C=C3C=3C=CN=C(C23)C)NC(=O)NC2=CC=C(C=C2)C)C=CC1